ClC1=CC=NC(=C1C(=O)NCC1=CC=C(C=C1)C=1NC(C=CC1F)=O)C 4-Chloro-N-(4-(3-fluoro-6-oxo-1,6-dihydropyridin-2-yl)benzyl)-2-methylnicotinamide